COC1=CC(=CC(=C1O)OC)[C@H]2[C@@H]3CO[C@H]([C@@H]3CO2)C4=CC(=C(C(=C4)OC)OC)OC The molecule is a lignan that consists of tetrahydro-1H,3H-furo[3,4-c]furan substituted by 3,4,5-trimethoxyphenyl and a 4-hydroxy-3,5-dimethoxyphenyl group at positions 4 and 1 respectively. It has been isolated from the stems of Sinocalamus affinis. It has a role as a plant metabolite. It is a lignan, a member of methoxybenzenes, a member of phenols and a furofuran.